BrC=1C(=C(C=CC1)N1C[C@@H](N(CC1)C(=O)OC(C)(C)C)C)OCC(C1=CC=C(C=C1)Cl)O[Si](C)(C)C(C)(C)C tert-butyl (2S)-4-(3-bromo-2-(2-((tert-butyldimethylsilyl) oxy)-2-(4-chlorophenyl) ethoxy) phenyl)-2-methylpiperazine-1-carboxylate